F[C@H](C)S(=O)(=O)N[C@@H]1[C@@H](N(CC12CC2)C(=O)[C@@H]2OCC2)CC=2C(=C(C=C(C2)F)C2=CC(=CC(=C2)F)F)F (S)-1-fluoro-N-((6S,7S)-5-((R)-oxetane-2-carbonyl)-6-((2,3',5,5'-tetrafluoro-[1,1'-biphenyl]-3-yl)methyl)-5-azaspiro[2.4]heptan-7-yl)ethane-1-sulfonamide